7-(2-((1-(2,6-dioxopiperidin-3-yl)-3-methyl-2-oxo-2,3-dihydro-1H-benzo[d]imidazol-5-yl)ethynyl)pyrimidin-5-yl)-6-oxo-2,7-diazaspiro[4.4]nonane-2-carboxylic acid tert-butyl ester C(C)(C)(C)OC(=O)N1CC2(CC1)C(N(CC2)C=2C=NC(=NC2)C#CC2=CC1=C(N(C(N1C)=O)C1C(NC(CC1)=O)=O)C=C2)=O